ClC1=C(C=C(C(=O)N2CCC(CC2)OCCCN2CCN(CC2)C(=O)OC(C)(C)C)C=C1)N1C(NC(CC1)=O)=O tert-Butyl 4-(3-((1-(4-chloro-3-(2,4-dioxotetrahydropyrimidin-1(2H)-yl)benzoyl)piperidin-4-yl)oxy)propyl)piperazine-1-carboxylate